OCCS(=O)(=O)NC1=CC(=C(C(=O)NC2=CC=C3C4CCCCC4N(C3=C2)C)C=C1)N1CCC2(CC2)CC1 4-((2-hydroxyethyl)sulfonamido)-N-(9-methyl-2,3,4,4a,9,9a-hexahydro-1H-carbazol-7-yl)-2-(6-azaspiro[2.5]octan-6-yl)benzamide